tert-butyl (1-(3-((3-chloropyridin-2-yl)oxy)-1-(4-methoxybenzyl)-1H-pyrazolo[3,4-b]pyrazin-6-yl)-4-methylpiperidin-4-yl)carbamate ClC=1C(=NC=CC1)OC1=NN(C2=NC(=CN=C21)N2CCC(CC2)(C)NC(OC(C)(C)C)=O)CC2=CC=C(C=C2)OC